FC1=NN(C=C1C(=O)N)C fluoro-methyl-1H-pyrazole-4-carboxamide